ClC1=CC=C(OCC2=NN=C(S2)C2=C(C(=O)N)C(=CC(=N2)C)C2=C(C(=CC=C2OC)C#N)F)C=C1 (5-((4-chlorophenoxy)methyl)-1,3,4-thiadiazol-2-yl)-4-(3-cyano-2-fluoro-6-methoxyphenyl)-6-methylnicotinamide